ClC1=CC=C(C(=N1)C1(CC1)O)NC(OC(C)(C)C)=O tert-butyl N-[6-chloro-2-(1-hydroxycyclopropyl)pyridin-3-yl]carbamate